NC(=C(C(=C(SC1=C(C2=CC=CC=C2C=C1)O)N)C#N)C#N)SC1=C(C2=CC=CC=C2C=C1)O 1,4-diamino-2,3-dicyano-1,4-bis(alpha-hydroxy-beta-naphthylmercapto)butadiene